FC1=C(C=CC(=C1F)C=1C(=NN(C1)CCOC)CF)O 2,3-difluoro-4-[3-(fluoromethyl)-1-(2-methoxyethyl)pyrazol-4-yl]phenol